N1(N=CC=C1)C1CCC(CC1)C(C(=O)O)C 2-(4-(1H-pyrazol-1-yl)cyclohexyl)propanoic acid